CN1C(S\C(\C1=O)=C/C1=CC=C(C=C1)C1=CC=C(C=C1)C)=S (Z)-3-methyl-5-((4'-methyl-[1,1'-biphenyl]-4-yl)methylene)-2-thioxothiazolidin-4-one